tert-butyl N-[6-[(2S)-2-allylpyrrolidin-1-yl]-2-[5-[1-(benzyloxymethyl)-1-hydroxy-pent-4-enyl]-1,3,4-oxadiazol-2-yl]-5-(trifluoromethyl)-3-pyridyl]carbamate C(C=C)[C@H]1N(CCC1)C1=C(C=C(C(=N1)C=1OC(=NN1)C(CCC=C)(O)COCC1=CC=CC=C1)NC(OC(C)(C)C)=O)C(F)(F)F